rac-trans-4-(2-methoxyethoxy)-1-(4-methylthiopyrimidin-2-yl)piperidin-3-ol COCCO[C@H]1[C@@H](CN(CC1)C1=NC=CC(=N1)SC)O |r|